racemic-trans-2,2-dichloro-3-methylcyclopropanecarboxylic acid ClC1([C@H]([C@@H]1C)C(=O)O)Cl |r|